C(#N)C12CC(C1)(C2)C(=O)O 3-cyanobicyclo[1.1.1]Pentane-1-carboxylic acid